1-[(4-methoxyphenyl)methyl]-3-[6-[2-[1-(4-nitrophenyl)-4-piperidyl]-2,8-diazaspiro[4.5]decan-8-yl]-1-oxo-phthalazin-2-yl]piperidine-2,6-dione COC1=CC=C(C=C1)CN1C(C(CCC1=O)N1C(C2=CC=C(C=C2C=N1)N1CCC2(CCN(C2)C2CCN(CC2)C2=CC=C(C=C2)[N+](=O)[O-])CC1)=O)=O